(3-amino-6-chloropyridin-2-yl)-1,2,4-oxadiazol-5(4H)-one NC=1C(=NC(=CC1)Cl)C1=NOC(N1)=O